tert-butyl (R)-(1-(4-ethoxy-5-((8-fluoro-2-methylimidazo[1,2-a]pyridin-6-yl)carbamoyl)pyrimidin-2-yl)pyrrolidin-3-yl)(methyl)carbamate C(C)OC1=NC(=NC=C1C(NC=1C=C(C=2N(C1)C=C(N2)C)F)=O)N2C[C@@H](CC2)N(C(OC(C)(C)C)=O)C